S1C=CN2C(N=CC3=CC=CC1=C23)=O [1,4]thiazino[2,3,4-iy]quinazolin-5-one